O.O.C(C)(=O)[O-].[Zn+2].BrC1=C2C3(C(N(C2=CC=C1)CC(=O)NCC(F)(F)F)=O)CN(C3)C(=O)C3=CC=C1C(=N3)C=NN1.C(C)(=O)[O-] 2-[4'-bromo-2'-oxo-1-(1H-pyrazolo[4,3-b]pyridine-5-carbonyl)spiro[azetidine-3,3'-indol]-1'-yl]-N-(2,2,2-trifluoroethyl)acetamide zinc acetate dihydrate